C(=O)C1=CC=C(C=C1)N1CCC(CC1)NC(OC(C)(C)C)=O tert-butyl (1-(4-formylphenyl)piperidin-4-yl)carbamate